CC1(CN(C2=CC(=CC=C12)N1CCCC1)C(CCCCCC(=O)O)=O)C 7-(3,3-dimethyl-6-(pyrrolidin-1-yl)indolin-1-yl)-7-oxoheptanoic acid